3-(1-oxo-5-((4-(m-tolyl)piperazin-1-yl)methyl)isoindolin-2-yl)piperidine-2,6-dione O=C1N(CC2=CC(=CC=C12)CN1CCN(CC1)C=1C=C(C=CC1)C)C1C(NC(CC1)=O)=O